C(C1=CC=CC=C1)NC(N(C1=NC=C(C=C1)C=1C=NN(C1)C)[C@@H]1CC[C@H](CC1)NC1=NC=C(C(=N1)N1CC2=NC=CC=C2C1)C#N)=O 3-benzyl-1-(trans-4-((5-cyano-4-(5,7-dihydro-6H-pyrrolo-[3,4-b]pyridin-6-yl)pyrimidin-2-yl)amino)cyclohexyl)-1-(5-(1-methyl-1H-pyrazol-4-yl)pyridin-2-yl)urea